ethyl 6-chloro-7-(2-(hydroxymethyl)-5,6-dihydro-4H-pyrrolo[1,2-b]pyrazol-3-yl)-3-(3-((3-((4-methoxybenzyl) thio) naphthalen-1-yl) oxy) propyl)-1-methyl-1H-indole-2-carboxylate ClC1=CC=C2C(=C(N(C2=C1C1=C2N(N=C1CO)CCC2)C)C(=O)OCC)CCCOC2=CC(=CC1=CC=CC=C21)SCC2=CC=C(C=C2)OC